S1C(=CC=C1)C(C(=O)OCC)=O Ethyl thiophene-2-glyoxylate